(S)-(4-fluoro-2-methylphenyl)(3-(4-(2-(3-(fluoromethyl)pyrrolidin-1-yl)ethoxy)phenoxy)-6-hydroxybenzo[b]thiophen-2-yl)methanone FC1=CC(=C(C=C1)C(=O)C1=C(C2=C(S1)C=C(C=C2)O)OC2=CC=C(C=C2)OCCN2C[C@H](CC2)CF)C